NC1=C(C=C(CC2=CC=C(OCC(=O)O)C=C2)C=C1)C(C)C 2-(4-(4-amino-3-isopropylbenzyl)phenoxy)acetic acid